C[C@H]1N(C[C@@H](N(C1)C(=O)OC(C)(C)C)C1=CC=C(C=C1)N1CCN(CC1)C)C(=O)C1(CC1)C(F)(F)F tert-butyl (2S,5R)-5-methyl-2-[4-(4-methylpiperazin-1-yl)phenyl]-4-[1-(trifluoromethyl)cyclopropanecarbonyl]piperazine-1-carboxylate